7-(8-fluoro-2-methylimidazo[1,2-a]pyridin-6-yl)-3-((2R,4S)-2-methylpiperidin-4-yl)quinazolin-4(3H)-one FC=1C=2N(C=C(C1)C1=CC=C3C(N(C=NC3=C1)[C@@H]1C[C@H](NCC1)C)=O)C=C(N2)C